FC(C(=O)O)(F)F.C1(CCC1)CN(S(=O)(=O)N)C1CC2(CNC2)C1 N-(cyclobutylmethyl)-N-(2-azaspiro[3.3]heptane-6-yl)sulfamide trifluoroacetate